5-amino-2,4-diketo-1H-pyrimidine-6-carboxylic acid methyl ester COC(=O)C1=C(C(NC(N1)=O)=O)N